3-cyclopropoxy-N-((6-methyl-5-(pyrazolo[1,5-a]pyridin-5-yl)-2,3-dihydro-1H-inden-4-yl)carbamoyl)cyclobutane-1-sulfonamide C1(CC1)OC1CC(C1)S(=O)(=O)NC(NC1=C2CCCC2=CC(=C1C1=CC=2N(C=C1)N=CC2)C)=O